2-nitro-N-methyl-N-(2-cyanoprop-2-yl)benzamide [N+](=O)([O-])C1=C(C(=O)N(C(C)(C)C#N)C)C=CC=C1